4-chloro-6-(4-(pyrrolidin-1-yl)phenyl)quinoline ClC1=CC=NC2=CC=C(C=C12)C1=CC=C(C=C1)N1CCCC1